8-ethynyl-6-(pyridin-2-yl)-4H-benzo[f]imidazo[1,5-a][1,4]diazepin-3-carboxylic acid ethyl ester C(C)OC(=O)C=1N=CN2C1CN=C(C1=C2C=CC(=C1)C#C)C1=NC=CC=C1